COC1=CC=C(C=N1)NC1=C(C=CC=C1[N+](=O)[O-])C 6-methoxy-N-(2-methyl-6-nitrophenyl)pyridin-3-amine